N1=CC(=CC=C1)CN 3-pyridylmethanamine